(1,2-diaminocyclohexane) platinum dichloride [Pt](Cl)Cl.NC1C(CCCC1)N